COC1=C(C(=CC=C1)OC)C1(OC(=C(C1=O)OC(C)=O)N)C 2-(2,6-dimethoxyphenyl)-2-methyl-4-acetoxy-5-amino-3(2H)-furanone